N-((5-bromopyridin-2-yl)methyl)-1-(pyrimidin-2-yl)ethan-1-amine BrC=1C=CC(=NC1)CNC(C)C1=NC=CC=N1